C(C=C)(=O)[Na].[In].[Ga] gallium indium alloyl-sodium